NC=1C=C(C=CC1Br)CN(C(=O)C=1C=NC(=CC1)OC1CC1)C1=C(C=C(C=C1)F)S(=O)(=O)C N-[(3-amino-4-bromophenyl)methyl]-6-cyclopropoxy-N-(4-fluoro-2-methanesulfonylphenyl)pyridine-3-carboxamide